N1[C@@H](CCC1)C(=O)O (S)-Prolin